C1CC12CN[C@@H](C2)C2=NC(=NO2)C=2C=CC(=C(C2)NC(=O)C2=CN=C1N2C=CC(=C1)Cl)C (S)-N-(5-(5-(5-azaspiro[2.4]heptan-6-yl)-1,2,4-oxadiazol-3-yl)-2-methylphenyl)-7-chloroimidazo[1,2-a]pyridine-3-carboxamide